triazinyl(phenyldibenzothiophenyl)benzene N1=NN=C(C=C1)C1=C(C=CC=C1)C1=C(C=CC=2SC3=C(C21)C=CC=C3)C3=CC=CC=C3